C1CC12CC(C2)CNC(OC(C)(C)C)=O tert-butyl (spiro[2.3]hexan-5-ylmethyl)carbamate